acetoacetylanisole C(CC(=O)C)(=O)C1=C(C=CC=C1)OC